COC=1C=C(C=C(C1)N1N=CC=C1)NC1=CC=NC2=CC=CC=C12 N-(3-Methoxy-5-(1H-pyrazol-1-yl)phenyl)quinolin-4-amine